Cl[Pd-3](C1=NC=CC=C1Cl)(=C1N(C=CN1C1=C(C=CC=C1C(CC)CC)C(CC)CC)C1=C(C=CC=C1C(CC)CC)C(CC)CC)Cl dichloro[1,3-bis(2,6-di-3-Pentylphenyl)imidazole-2-ylidene](3-chloropyridyl)palladium(II)